C(C)(=O)OCCC\C=C\CCCCCCC (E)-4-Dodecenyl acetate